4-vinyl-1,2-dimethylbenzene C(=C)C1=CC(=C(C=C1)C)C